dinorbornyl-dimethoxysilane (Z)-7-tetradecenyl-acetate C(CCCCC\C=C/CCCCCC)CC(=O)O.C12(CCC(CC1)C2)[Si](OC)(OC)C21CCC(CC2)C1